FC1=CC=C(C=C1)C1=C(C(=NN1C)CC(=O)OC)C1=CC=NC=C1 methyl 2-[5-(4-fluorophenyl)-1-methyl-4-(pyridin-4-yl)-1H-pyrazol-3-yl]acetate